Cl.Cl.CN1N=CC(=C1C)N 1,5-dimethylpyrazole-4-amine dihydrochloride